Cl.CC=1SC(=C(N1)C)C1=C(N=C(C=2N1N=CC2)N2CCC1(CC2)[C@@H](C=2C(=NC=CC2)C1)N)C (5S)-1'-[7-(2,4-dimethylthiazol-5-yl)-6-methyl-pyrazolo[1,5-a]pyrazin-4-yl]spiro[5,7-dihydrocyclopenta[b]pyridine-6,4'-piperidine]-5-amine hydrochloride